3-Methylhexahydrophthalic acid CC1C(C(C(=O)O)CCC1)C(=O)O